methyl 2,5-dichloro-6-methoxybenzoate ClC1=C(C(=O)OC)C(=C(C=C1)Cl)OC